OCC=1C=NN(C1)C(=O)OC(C)(C)C tert-butyl 4-(hydroxymethyl)-1H-pyrazole-1-carboxylate